N-(3-ethyl-4-(4,4,5,5-tetramethyl-1,3,2-dioxaborolan-2-yl)phenyl)-2-(3-fluorophenyl)-2-hydroxyacetamide C(C)C=1C=C(C=CC1B1OC(C(O1)(C)C)(C)C)NC(C(O)C1=CC(=CC=C1)F)=O